N1C=CC=2C1=NC=C(C2)OC=2C=C(C=CC2C(=O)NS(=O)(=O)C2=CC(=C(C=C2)NCC2CCOCC2)[N+](=O)[O-])C2=CC=C(C=C2)N2C(CCC2)C2CCCCC2 3-((1H-pyrrolo[2,3-b]pyridin-5-yl)oxy)-4'-(2-cyclohexylpyrrolidin-1-yl)-N-((3-nitro-4-(((tetrahydro-2H-pyran-4-yl)methyl)amino)phenyl)sulfonyl)-[1,1'-biphenyl]-4-carboxamide